1-(3-chlorophenyl)-4-[3-(2-methylpropyloxy)propyl]piperazine ClC=1C=C(C=CC1)N1CCN(CC1)CCCOCC(C)C